N=1NC=C2NC(C3N(C21)CCNC3)=O 2,4,6,7,8,9-hexahydropyrazino[1,2-a]pyrazolo[4,3-e]pyrazin-5(5aH)-one